trans-rac-2,2-Dichloro-N-(4-chloro-3-(4,4,4-trifluoro-2-methylbutanamido)phenyl)-3-(3,5-dichlorophenyl)cyclopropane-1-carboxamide ClC1([C@H]([C@@H]1C1=CC(=CC(=C1)Cl)Cl)C(=O)NC1=CC(=C(C=C1)Cl)NC([C@@H](CC(F)(F)F)C)=O)Cl |&1:24|